C(#N)CCC(C1=C(N=C(N1)C1=CC=CC=C1)COCCC#N)OCCC#N 2-cyanoethyl-2-phenyl-4,5-bis(2-cyanoethoxy)methylimidazole